(R)-2,2,2-trifluoro-1-(2-fluorophenyl)ethylamine FC([C@@H](C1=C(C=CC=C1)F)N)(F)F